methanesulfonic acid-(4-bromo-1,2-difluorobenzene-3-yl)methyl ester BrC1=C(C(=C(C=C1)F)F)COS(=O)(=O)C